4-(4-fluorophenyl)-N-phenylthiazol-2-amine FC1=CC=C(C=C1)C=1N=C(SC1)NC1=CC=CC=C1